C1(=CC(=CC=C1)C#N)C#N benzene-1,3-dinitrile